FC(C(=O)N)(C1(CCCCC1)O)F difluoro-2-(1-hydroxycyclohexyl)acetamide